NC1(CC1)C(=O)N1C(C=2N(CC1)C(=C(N2)C2=CC(=C(C(=C2)F)F)F)NC2=NC=C(C=N2)Cl)(C)C (1-aminocyclopropyl)(3-((5-chloropyrimidin-2-yl)amino)-8,8-dimethyl-2-(3,4,5-trifluorophenyl)-5,6-dihydroimidazo[1,2-a]pyrazin-7(8H)-yl)methanone